2-[(2S)-4-[2-[[(2S,4R)-4-[tert-butyl(diphenyl)silyl]oxy-1-methyl-pyrrolidin-2-yl]methoxy]-7-(1-naphthyl)-6,8-dihydro-5H-pyrido[3,4-d]pyrimidin-4-yl]piperazin-2-yl]acetonitrile [Si](C1=CC=CC=C1)(C1=CC=CC=C1)(C(C)(C)C)O[C@@H]1C[C@H](N(C1)C)COC=1N=C(C2=C(N1)CN(CC2)C2=CC=CC1=CC=CC=C21)N2C[C@@H](NCC2)CC#N